C(#N)C=1C=CC(=C2C=CC=NC12)N1C[C@@]2(C[C@@]2(C1)C(F)(F)F)C(=O)NC1=NC=C(C=C1)N1CCOCC1 (1S,5R)-3-(8-cyanoquinolin-5-yl)-N-(5-morpholinopyridin-2-yl)-5-(trifluoromethyl)-3-azabicyclo[3.1.0]hexane-1-carboxamide